ClC=1C(=CC=C2N=CC(=NC12)C=1C=NN(C1)CC1CCN(CC1)C(=O)OC(C)(C)C)OC1=CC=2N(C=C1)C=C(N2)C tert-butyl 4-((4-(8-chloro-7-((2-methylimidazo[1,2-a]pyridin-7-yl)oxy)quinoxalin-2-yl)-1H-pyrazol-1-yl)methyl)piperidine-1-carboxylate